FC1=C(C=CC(=C1)CC1=CC(=CC=C1)F)NC(OCC=1C(=C2C(N(CC2=CC1)C1C(NC(CC1)=O)=O)=O)OC)=O [2-(2,6-dioxopiperidin-3-yl)-4-methoxy-3-oxo-2,3-dihydro-1H-isoindol-5-yl]methyl N-{2-fluoro-4-[(3-fluorophenyl) methyl]phenyl}carbamate